NC1=C(C(=O)N)C=C(C=C1)C1CCN(CC1)C 2-amino-5-(1-methylpiperidin-4-yl)benzamide